2-(((S)-4-(4-((4-chloro-2-fluorobenzofuran-7-yl)methoxy)-5-fluoropyrimidin-2-yl)cyclohexan-3-en-1-yl)methyl)-3-(((S)-oxetan-2-yl)methyl)-3H-imidazo[4,5-b]pyridine ClC1=CC=C(C2=C1C=C(O2)F)COC2=NC(=NC=C2F)C2=CC[C@H](CC2)CC2=NC=1C(=NC=CC1)N2C[C@H]2OCC2